2-(1,4-dioxaspiro[4.5]decan-2-ylmethyl)guanidin O1C(COC12CCCCC2)CN=C(N)N